FC1(OC2=C(O1)C=CC(=C2)N2N=C(C=C2C)N2CCN(CC2)C(=O)OC(C)(C)C)F tert-butyl 4-[1-(2,2-difluoro-1,3-benzodioxol-5-yl)-5-methyl-pyrazol-3-yl]piperazine-1-carboxylate